COCCS(=O)(=O)Cl 2-methoxyethane-1-sulfonylchloride